ClC1=C(C=CC=C1)[C@@H](C(=O)NC1CC(C1)(F)F)N(C(=O)[C@H]1N(C(CC1)=O)C1=NC=CC(=C1)C#N)C=1C=NC=C(C1)F (2S)-N-((1S)-1-(2-chlorophenyl)-2-((3,3-difluorocyclobutyl)amino)-2-oxoethyl)-1-(4-cyanopyridine-2-yl)-N-(5-fluoropyridin-3-yl)-5-oxopyrrolidine-2-carboxamide